BrCC=1C=C(C=C(C1)F)CC(=O)[O-] 2-(3-(bromomethyl)-5-fluorophenyl)acetate